N-(2-aminoethyl)-3-[[2-(3-carbamimidoylphenyl)-1-(6-methoxy-1,3-benzothiazol-2-yl)ethyl]sulfamoyl]-N-methyl-benzamide NCCN(C(C1=CC(=CC=C1)S(NC(CC1=CC(=CC=C1)C(N)=N)C=1SC2=C(N1)C=CC(=C2)OC)(=O)=O)=O)C